O=C1NC(CCC1NC1=CC=C(C=C1)C1C(CN(CC1)C(=O)[O-])O)=O 4-[4-[(2,6-dioxo-3-piperidyl)amino]phenyl]-3-hydroxy-piperidine-1-carboxylate